4-(benzyloxy)-3-(5-(4-((2-(trimethylsilyl)ethoxy)methyl)-4H-1,2,4-triazol-3-yl)pyridin-3-yl)phenyl cyclohexylcarbamate C1(CCCCC1)NC(OC1=CC(=C(C=C1)OCC1=CC=CC=C1)C=1C=NC=C(C1)C1=NN=CN1COCC[Si](C)(C)C)=O